((1R)-2-([1,1'-biphenyl]-4-yl)-1-(2-((3-methoxybenzyl)carbamoyl)-3-methylbutanamido)ethyl)boric acid C1(=CC=C(C=C1)C[C@H](NC(C(C(C)C)C(NCC1=CC(=CC=C1)OC)=O)=O)OB(O)O)C1=CC=CC=C1